FC=1C=C2C(=NNC2=CC1OCCOC)C1=CC(=NO1)C=1C=CC(=NC1)N1CCS(CC1)(=O)=O 4-(5-{5-[5-Fluoro-6-(2-methoxyethoxy)-1H-indazol-3-yl]-1,2-oxazol-3-yl}pyridin-2-yl)-1lambda6-thiomorpholin-1,1-dion